C(C=CC=C)(=O)[O-].[Zn+2].C(C=CC=C)(=O)[O-] zinc pentadienoate